9-(p-phenylphenyl)acridine C1(=CC=CC=C1)C1=CC=C(C=C1)C=1C2=CC=CC=C2N=C2C=CC=CC12